3-({[(1R)-6-[(1-benzofuran-5-yl)(methyl)amino]-1,2,3,4-tetrahydronaphthalen-1-yl]methyl}amino)pyridine-4-carboxylic acid methyl ester COC(=O)C1=C(C=NC=C1)NC[C@@H]1CCCC2=CC(=CC=C12)N(C)C=1C=CC2=C(C=CO2)C1